C(CC)C=1C(=C(C(=O)O)C=CC1C(=O)O)CCC.C(C1=CC=C(C(=O)OCCC)C=C1)(=O)OCCC dipropyl terephthalate (dipropyl terephthalate)